C(C)NC1=NC(=NC=C1C(F)(F)F)NC=1C=NN(C1C)[C@@H]1CN(CCC1)C1COC1 N4-ethyl-N2-[5-methyl-1-((S)-1-oxetan-3-yl-piperidin-3-yl)-1H-pyrazol-4-yl]-5-trifluoromethyl-pyrimidine-2,4-diamine